N,6-dimethyl-5-(4-((5-(3-methylureido)isoxazol-3-yl)methyl)piperazin-1-yl)picolinamide CNC(C1=NC(=C(C=C1)N1CCN(CC1)CC1=NOC(=C1)NC(=O)NC)C)=O